C(#N)C1=CC(=C(C=C1)COC1=C(C=C(C(=N1)C1=CC(=C(C=C1)CC=1N(C2=C(N1)C=CC(=C2)C(=O)OC)CCOC)F)F)F)F methyl 2-[[4-[6-[(4-cyano-2-fluoro-phenyl)methoxy]-3,5-difluoro-2-pyridyl]-2-fluoro-phenyl]methyl]-3-(2-methoxyethyl)benzimidazole-5-carboxylate